CC1(OC=2C(=NC(=CC2)C=2C(=CC(=NC2)NC(C)=O)NC2=NC(=CC(=C2)N2C[C@H](CC2)COC)S(=O)(=O)C)OC1)C (S)-N-(5-(2,2-dimethyl-2,3-dihydro-[1,4]dioxino[2,3-b]pyridin-6-yl)-4-((4-(3-(methoxymethyl)pyrrolidin-1-yl)-6-(methylsulfonyl)pyridin-2-yl)amino)pyridin-2-yl)acetamide